1,3-bis(2-isocyanatoethyl-1-yl)cyclohexane N(=C=O)CC=C1CC(CCC1)=CCN=C=O